C(C)(C)(C)OC(CCCCCCCCCNC1=CC=C(C=C1)C1C(NC(CC1)=O)=O)=O 10-((4-(2,6-dioxopiperidin-3-yl)phenyl)amino)decanoic acid tert-butyl ester